2H-[1,3'-bipyridyl]-2-one N1(C(C=CC=C1)=O)C=1C=NC=CC1